(4-(aminomethyl)piperidin-1-yl)(4-((3-(4-methoxyphenyl)imidazo[1,2-a]pyrazin-8-yl)amino)-2-methylphenyl)methanone hydrochloride Cl.NCC1CCN(CC1)C(=O)C1=C(C=C(C=C1)NC=1C=2N(C=CN1)C(=CN2)C2=CC=C(C=C2)OC)C